5-(3-aminophenyl)-N,N-dimethylpyridin-2-amine NC=1C=C(C=CC1)C=1C=CC(=NC1)N(C)C